1-(4-(3-chlorobenzyl)piperazin-1-yl)-3-(3,5-dimethyl-1-(3-methyl-[1,2,4]triazolo[4,3-b]pyridazin-6-yl)-1H-pyrazol-4-yl)propan-1-one ClC=1C=C(CN2CCN(CC2)C(CCC=2C(=NN(C2C)C=2C=CC=3N(N2)C(=NN3)C)C)=O)C=CC1